CC(C)COC(=O)NC1=CC(=C(C=C1)OC(C)C)C=[Ru](=C2N(CCN2C3=C(C=CC=C3C(C)C)C(C)C)C4=C(C=CC=C4C(C)C)C(C)C)(Cl)Cl Dichloro[1,3-bis(2,6-diisopropylphenyl)imidazolidin-2-ylidene][(5-isobutoxycarbonylamino)-(2-isopropoxy)benzylidene]ruthenium(II)